O1COC2=C1C=CC(=C2)CCNC(N)=N 3-(2-(benzo[d][1,3]dioxol-5-yl)ethyl)guanidine